2-(pyrimidin-5-yloxy)ethan-1-one N1=CN=CC(=C1)OCC=O